CC(CCCCCCC)C1=C(C(=CC(=C1)C(CCCCCCC)C)C(CCCCCCC)C)O 2,4,6-tri(1-methyloctyl)phenol